tert-Butyl (3-((1-(3,5-dicyano-4-ethyl-6-mercaptopyridin-2-yl)piperidin-4-yl)carbamoyl)oxetan-3-yl)carbamate C(#N)C=1C(=NC(=C(C1CC)C#N)S)N1CCC(CC1)NC(=O)C1(COC1)NC(OC(C)(C)C)=O